4,5-dimethylisoxazole-3-carboxylic acid CC=1C(=NOC1C)C(=O)O